4-Hydroxyquinoline OC1=CC=NC2=CC=CC=C12